2-methyl-6-(2,2,2-trifluoroethoxy)pyrimidine-4-carbonitrile CC1=NC(=CC(=N1)C#N)OCC(F)(F)F